1,2,3-triazol-5-yl-{8-[(2,3,4-trifluorophenyl)sulfonyl]-3,8-diazabicyclo[3.2.1]oct-3-yl}methanone Methyl-4-((4-methoxybenzyl)amino)-[1,2,4]triazolo[4,3-a]quinoxaline-8-carboxylate COC(=O)C1=CC=C2N=C(C=3N(C2=C1)C=NN3)NCC3=CC=C(C=C3)OC.N3N=NC=C3C(=O)N3CC1CCC(C3)N1S(=O)(=O)C1=C(C(=C(C=C1)F)F)F